BrC1=C(C=C(C(=C1)OC)CCCC)OC 1-bromo-4-butyl-2,5-dimethoxybenzene